tert-butyl [(2S)-1-({3-[{(1R)-1-[1-benzyl-4-(2,5-difluorophenyl)-1H-imidazol-2-yl]-2,2-dimethylpropyl}(glycoloyl)amino]propyl}amino)-1-oxopropan-2-yl]carbamate C(C1=CC=CC=C1)N1C(=NC(=C1)C1=C(C=CC(=C1)F)F)[C@@H](C(C)(C)C)N(CCCNC([C@H](C)NC(OC(C)(C)C)=O)=O)C(CO)=O